(S)-N-(3-(2-((5,6-dihydro-4H-pyrrolo[1,2-b]pyrazol-2-yl)amino)-5-methylpyrimidin-4-yl)-1H-indol-7-yl)-2-(3-(pyrimidin-4-yloxy)pyrrolidin-1-yl)acetamide N=1N2C(=CC1NC1=NC=C(C(=N1)C1=CNC3=C(C=CC=C13)NC(CN1C[C@H](CC1)OC1=NC=NC=C1)=O)C)CCC2